2-hydroxy-9H-thioxanthene OC1=CC=2CC3=CC=CC=C3SC2C=C1